C1=CC=CC=2C3=CC=CC=C3N(C12)C1=CC=C(/C=C/C2=CC=C(C=O)C=C2)C=C1 (E)-4-(4-(9H-carbazole-9-yl)styryl)benzaldehyde